NC1=C(C(N(N=C1)C1=CC=CC=C1)=O)Cl 5-amino-4-chloro-2-phenylpyridazin-3(2H)-one